C1CC12NCC[C@H](C2)N2N=C1C(=CC(=CC1=C2)C=2C=C(C=1N(N2)C=C(N1)C)C)F 6-[2-[(7R)-4-azaspiro[2.5]oct-7-yl]-7-fluoro-indazol-5-yl]-2,8-dimethyl-imidazo[1,2-b]pyridazine